ClC=1C=C2C=NN(C2=CC1[C@H]1[C@@H](CN(CC1)C)F)C=1C=NN(C1)C |o1:10| (S,S or R,R)-5-chloro-6-(3-fluoro-1-methylpiperidin-4-yl)-1-(1-methyl-1H-pyrazol-4-yl)-1H-indazole